4-cyano-5-dicyanomethylene-3-hydroxy-2-oxo-2,5-dihydropyrrole disodium salt [Na].[Na].C(#N)C1=C(C(NC1=C(C#N)C#N)=O)O